FC(OC1=CC=C(N=N1)C(CO)O)F 1-(6-(difluoromethoxy)pyridazin-3-yl)ethane-1,2-diol